C(C1=CC=CC=C1)NC1=C2N=CN(C2=NC(=N1)C=1SC=CC1)[C@H]1[C@@H]([C@@H]([C@H](O1)C(=O)NC)O)O (2s,3s,4r,5r)-5-(6-(benzylamino)-2-(thiophen-2-yl)-9H-purin-9-yl)-3,4-dihydroxy-N-methyltetrahydrofuran-2-carboxamide